C(C)C=1C(=NN(C1C1=C(C=CC=C1)Br)CC1=CC=CC=C1)C(=O)OC(CC)C=1OC=CC1 1-(2-furyl)propanol ethyl-1-benzyl-5-(2-bromophenyl)-1H-pyrazole-3-carboxylate